3-azabicyclo[3.1.0]hexane-2,4-dione 2,2,2-trifluoroacetate FC(C(=O)O)(F)F.C12C(NC(C2C1)=O)=O